S(=O)(=O)(OC(C)(C)C)[O-] monot-butyl sulfate